1-(N-indolyl)-3-phenylbut-3-ene N1(C=CC2=CC=CC=C12)CCC(=C)C1=CC=CC=C1